trans-N-[6-(2,5-difluorophenyl)pyridazin-3-yl]-3-[(1,5-dimethylpyrazol-3-yl)methyl]-3-azabicyclo[3.1.0]hexan-6-amine FC1=C(C=C(C=C1)F)C1=CC=C(N=N1)NC1C2CN(CC12)CC1=NN(C(=C1)C)C